(1-methyl-1H-pyrazolo[4,3-b]pyridin-6-yl)boronic acid CN1N=CC2=NC=C(C=C21)B(O)O